N1=C(N)N=C(N)N=C1N.P(=O)(O)(O)OCC(COP(=O)(O)O)(CO)CO pentaerythritol bisphosphate melamine salt